(S)-N-(1-(7-Acetamidoquinolin-5-yl)cyclopropyl)-2-methyl-5-((1-methyl-azetidin-2-yl)methoxy)benzamide C(C)(=O)NC1=CC(=C2C=CC=NC2=C1)C1(CC1)NC(C1=C(C=CC(=C1)OC[C@H]1N(CC1)C)C)=O